diisopropylmethylene malonate C1(CC(=O)OC(C(C)C)(C(C)C)O1)=O